(R)-5,5'-bis[di(3,5-di-tert-butyl-4-methoxyphenyl)phosphino]-4,4'-bi-1,3-benzodioxole C(C)(C)(C)C=1C=C(C=C(C1OC)C(C)(C)C)P(C1=C(C2=C(OCO2)C=C1)C1=C(C=CC=2OCOC21)P(C2=CC(=C(C(=C2)C(C)(C)C)OC)C(C)(C)C)C2=CC(=C(C(=C2)C(C)(C)C)OC)C(C)(C)C)C2=CC(=C(C(=C2)C(C)(C)C)OC)C(C)(C)C